(R)-N-(3-(1-((2-amino-5-chloropyridin-3-yl)oxy)ethyl)-phenyl)-1-(tert-butyl)-1H-pyrazole-4-carboxamide NC1=NC=C(C=C1O[C@H](C)C=1C=C(C=CC1)NC(=O)C=1C=NN(C1)C(C)(C)C)Cl